CC1=C(C(=O)P(C(C2=C(C=C(C=C2C)C)C)=O)=O)C(=CC(=C1)C)C di(2,4,6-trimethyl-benzoyl)phosphine oxide